C(C)OC1=C(NCC2=CC=NC=C2)C(=CC=C1)[N+](=O)[O-] 2-ethoxy-6-nitro-N-(pyridin-4-ylmethyl)aniline